ClC=1C(=NC=CC1NC1N(C(C2=CC=CC=C12)=O)C1=CC(=CC=C1)NC1=CC=NC=C1)C (3-chloro-2-methylpyridin-4-ylamino)-2-(3-(pyridin-4-ylamino)phenyl)isoindolin-1-one